1,2-Epoxy-dodecane C1C(CCCCCCCCCC)O1